FC=1C=C(C=CC1)N(C(CN(CC=1NC(C2=C(N1)C=C(S2)C)=O)C)=O)C N-(3-fluorophenyl)-N-methyl-2-(methyl((6-methyl-4-oxo-3,4-dihydrothieno[3,2-d]pyrimidin-2-yl)methyl)amino)acetamide